C[C@H]1CC[C@H](CN1)NC=1C2=C(N=CN1)NC=C2C(=O)OCC(C)C isobutyl 4-(((3R,6S)-6-methylpiperidin-3-yl) amino)-7H-pyrrolo[2,3-d]pyrimidine-5-carboxylate